BrC=1C=C(C2=CN(N=C2C1)C(C(=O)OCC)C1=C2N(C(N1)=S)CCC2)Cl ethyl 2-(6-bromo-4-chloro-2H-indazol-2-yl)-2-(3-thioxo-2,5,6,7-tetrahydro-3H-pyrrolo[1,2-c]imidazol-1-yl)acetate